N[C@H]([C@@H](COC(C1=CC=CC=C1)(C1=CC=CC=C1)C1=CC=CC=C1)O)C (2S,3S)-3-amino-1-(trityloxy)butan-2-ol